(2S,4R)-1-((R)-2-(10-Aminodecanoylamino)-3-((6-aminohexyl)thio)-3-methylbutyryl)-4-hydroxy-N-(4-(4-methylthiazol-5-yl)benzyl)pyrrolidine-2-carboxamide NCCCCCCCCCC(=O)N[C@H](C(=O)N1[C@@H](C[C@H](C1)O)C(=O)NCC1=CC=C(C=C1)C1=C(N=CS1)C)C(C)(C)SCCCCCCN